FC=1C=C(CC=2C=NN(C2)C(=O)N[C@@H]2C(N(C3=C(OC2)C=CC(=C3)OCCCC(C)(C)O)C)=O)C=CC1F (S)-4-(3,4-difluorobenzyl)-N-(7-((4-hydroxy-4-methylpentyl)oxy)-5-methyl-4-oxo-2,3,4,5-tetrahydrobenzo[b][1,4]oxazepin-3-yl)-1H-pyrazole-1-carboxamide